C(C)(=O)O[C@@H](CF)[C@H]1O[C@H]([C@@H](C1)OC(C)=O)N1C=2N=C(NC(C2N(C1=O)CC#C)=O)NC(C)=O (R)-1-((2S,4R,5R)-5-(2-Acetamido-6,8-dioxo-7-(prop-2-yn-1-yl)-1,6,7,8-tetrahydro-9H-purin-9-yl)-4-acetoxytetrahydrofuran-2-yl)-2-fluoroethyl acetate